C1(=CC=CC=C1)[Se]C=1C=NC=CC1C1=C(C=CC=C1)NC(C1=NC=CC=C1)=O N-(2-(3-(phenylselanyl)pyridin-4-yl)phenyl)picolinamide